BrC1=CC2=C(NC([C@H](N=C2C2=C(C=CC=C2)F)C)=O)C=C1 (R)-7-Bromo-5-(2-fluorophenyl)-3-methyl-1,3-dihydro-2H-benzo[e][1,4]diazepin-2-one